1-(oxetan-3-yl)-5-(4,4,5,5-tetramethyl-1,3,2-dioxaborolan-2-yl)pyridin-2(1H)-one O1CC(C1)N1C(C=CC(=C1)B1OC(C(O1)(C)C)(C)C)=O